The molecule is a polycyclic cage compound that is methyl ester derivative of platensimycin. It is isolated from Streptomyces platensis. It has a role as a bacterial metabolite. It is a cyclic ether, a cyclic ketone, a polycyclic cage, a benzoate ester, an aromatic amide and a monocarboxylic acid amide. It derives from a platensimycin. C[C@]12C[C@]34C[C@H]1C[C@@H]([C@H]3[C@](C(=O)C=C4)(C)CCC(=O)NC5=C(C=CC(=C5O)C(=O)OC)O)O2